BrC1=C2C=CN(C2=C(C(=C1)F)F)[Si](C(C)C)(C(C)C)C(C)C 4-Bromo-6,7-difluoro-1-(triisopropylsilyl)-1H-indole